FC=1C=C(C=C(C1)OCC1=CC(=CC=C1)F)[C@@H]1N(OCC1)C1=CC(=NC=N1)NC=1C(=CC(=C(C1)NC(C=C)=O)N1CCN(CC1)C)OC (R)-N-(5-((6-(3-(3-fluoro-5-((3-fluorobenzyl)oxy)phenyl)isoxazolidin-2-yl)pyrimidine-4-yl)amino)-4-methoxy-2-(4-methylpiperazin-1-yl)phenyl)acrylamide